CO[Si](CCCC(C(=O)O)CC(=O)O)(OC)OC 3-(trimethoxysilyl)propyl-succinic acid